FC=1C=C(C=C(C1CN1CC(C1)O)OC)C=1C(=C(C=CC1)C1=C(C(=CC=C1)NC(=O)C1=NC=NC=C1)C)C N-(3''-fluoro-4''-((3-hydroxyazetidin-1-yl)methyl)-5''-methoxy-2,2'-dimethyl-[1,1':3',1''-terphenyl]-3-yl)pyrimidine-4-carboxamide